N-(4-{[6-(5-chloro-2-fluoro-phenyl)-3-[(2,2-dimethyl-1,3-dioxolan-4-yl)methoxy]pyridazin-4-yl]amino}pyridin-2-yl)-3-(4-methylpiperazin-1-yl)-propanamide ClC=1C=CC(=C(C1)C1=CC(=C(N=N1)OCC1OC(OC1)(C)C)NC1=CC(=NC=C1)NC(CCN1CCN(CC1)C)=O)F